C(C)(=O)N1C[C@@H](N(CC1)C(=O)OC(C)(C)C)C tert-butyl (S)-4-acetyl-2-methylpiperazine-1-carboxylate